COCCCNC(=O)C=1C(NC=CC1)=S N-(3-methoxypropyl)-2-thioxo-1,2-dihydropyridine-3-carboxamide